((S)-5H-imidazo[5,1-a]isoindol-5-yl)-7-(methylsulfonyl)chroman-4-ol C=1N=CN2C1C1=CC=CC=C1[C@H]2C2OC1=CC(=CC=C1C(C2)O)S(=O)(=O)C